ClC1=NS(C2=C(N1)C(=C(C=C2)F)CCC2=C(C=CC=C2)Cl)(=O)=O 3-chloro-5-(2-chlorophenethyl)-6-fluoro-4H-benzo[e][1,2,4]thiadiazine 1,1-dioxide